Cl.C[C@@H]1CNC[C@@H](N1)CO ((2R,6R)-6-methylpiperazine-2-yl)methanol hydrochloride